C(CCCCC=CC=C)CC(=O)O.BrCC(=O)C1=CC2=C(S1)C=C(C(=C2)OC)OC 2-bromo-1-(5,6-dimethoxybenzo[b]thiophen-2-yl)ethanone 6,8-nonadienyl-acetate